(S)-(1-(1,1-difluoro-6-azaspiro[2.5]octan-6-yl)-5-oxohexan-2-yl)carbamic acid t-butyl ester C(C)(C)(C)OC(N[C@H](CN1CCC2(CC2(F)F)CC1)CCC(C)=O)=O